4-Fluorosulfonyl-1-hydroxy-2-naphthoic acid FS(=O)(=O)C1=CC(=C(C2=CC=CC=C12)O)C(=O)O